(S)-6-(1-amino-1,3-dihydrospiro[indene-2,4'-piperidine]-1'-yl)-3-(1-(3-morpholinophenyl)vinyl)-1H-pyrazole N[C@@H]1C2=CC=CC=C2CC12CCN(CC2)C2=CC=C(C=C2C(=C)C2=NNC=C2)N2CCOCC2